C[C@H](C#CCCC)O (R)-hept-3-yn-2-ol